ClC1=C(C=C2C=C(N=CC2=C1)NC(=O)C1C(C1)C=1C=NN(C1)C)N1CCC(CC1)(F)C#N N-[7-chloro-6-(4-cyano-4-fluoro-1-piperidyl)-3-isoquinolyl]-2-(1-methylpyrazol-4-yl)cyclopropanecarboxamide